BrC1=CC=C(C=2N=CC=NC12)C(=O)NC=1C=C(C=2N(C1)C=C(N2)C)F 8-bromo-N-{8-fluoro-2-methylimidazo[1,2-a]pyridin-6-yl}quinoxaline-5-carboxamide